3-(4-bromo-3-methyl-indazol-1-yl)piperidine-2,6-dione BrC1=C2C(=NN(C2=CC=C1)C1C(NC(CC1)=O)=O)C